ClC=1C=C(C=NC1C(F)(F)F)[C@H](NC(=O)N1[C@@H](C(NCC1)=O)C)C1=CC(=C(C=C1)OC1CC1)F |o1:11| (2R)-N-((R or S)-(5-chloro-6-(trifluoro-methyl)pyridin-3-yl)(4-cyclopropoxy-3-fluorophenyl)methyl)-2-methyl-3-oxopiperazine-1-carboxamide